(R)-1-(7-(1-benzylpiperidin-3-yl)-2-chloropyrazolo[1,5-a]pyrimidin-3-yl)-N-((tetrahydro-2H-pyran-4-yl)methyl)methylamine C(C1=CC=CC=C1)N1C[C@@H](CCC1)C1=CC=NC=2N1N=C(C2CNCC2CCOCC2)Cl